BrC1=CC2=C(N3C(=C(C(C4=C3N=C(N=C4)N4CC3CN(CC3C4)C)=O)C(=O)O)S2)C=C1 9-Bromo-2-(5-methylhexahydropyrrolo[3,4-c]pyrrol-2(1H)-yl)-5-oxo-5H-benzo[4',5']thiazolo[3',2':1,6]pyrido[2,3-d]pyrimidine-6-carboxylic acid